ClC1=NN=C(C2=CC=CC=C12)N[C@H]1CNCCC1 (R)-3-((4-chlorophthalazin-1-yl)amino)piperidin